ClC1=C(C#N)C=CC(=C1)N1CC2(C[C@H]1C)CCN(CC2)C2=CC=C(C=C2)C(=O)N2CCC(CC2)N2CCN(CC2)C2=CC(=CC=C2)NC2C(NC(CC2)=O)=O 2-Chloro-4-((3R)-8-(4-(4-(4-(3-((2,6-dioxo-piperidin-3-yl)amino)-phenyl)piperazin-1-yl)-piperidine-1-carbonyl)-phenyl)-3-methyl-2,8-diazaspiro[4.5]decan-2-yl)benzonitrile